4-(2-pyrrolidin-1-ylethylcarbamoyloxy)decanoic acid N1(CCCC1)CCNC(=O)OC(CCC(=O)O)CCCCCC